COCOC methoxymethoxymethane